ethyl-2-(4-methoxyphenyl)-5-phenyl-thiazole C(C)C=1N=C(SC1C1=CC=CC=C1)C1=CC=C(C=C1)OC